4-((2S,4r,6S)-2-cyano-7-((5-methoxy-7-methyl-1H-indol-4-yl)methyl)-7-azaspiro[3.5]nonan-6-yl)-N-(pyrimidin-2-ylmethyl)benzamide C(#N)C1CC2(C1)C[C@H](N(CC2)CC2=C1C=CNC1=C(C=C2OC)C)C2=CC=C(C(=O)NCC1=NC=CC=N1)C=C2